C1(C=CC(N1C1=CC=C(C=C1)S(=O)(=O)C1=CC=C(C=C1)N1C(C=CC1=O)=O)=O)=O Bis(4-maleimidophenyl)sulfon